[Pb].[Ni].[Zn].[Cu] copper zinc nickel lead